1-(3-(1-(3,3-difluoropropyl)-4-hydroxy-3-methyl-1H-pyrazol-5-yl)-1H-1,2,4-triazol-5-yl)-5-methyl-1H-pyrazolo[3,4-c]pyridine-3-carboxamide FC(CCN1N=C(C(=C1C1=NNC(=N1)N1N=C(C=2C1=CN=C(C2)C)C(=O)N)O)C)F